C1(=CC=CC=C1)C=1C(=C(SC1)C(=O)N)CC=O phenyl-oxoethyl-thiopheneamide